trimethyl-[3-(triethoxysilyl)propyl]Ammonium bromide [Br-].C[N+](CCC[Si](OCC)(OCC)OCC)(C)C